(5S)-6-{4-[(3S)-3-hydroxy-3-methylpyrrolidin-1-yl]-3-(trifluoromethyl)phenyl}-5-methyl-4,5-dihydro-1,2,4-triazin-3(2H)-one O[C@@]1(CN(CC1)C1=C(C=C(C=C1)C=1[C@@H](NC(NN1)=O)C)C(F)(F)F)C